CC1=CC=2N(C=C1NC1=NC3=C4N(C(N(C4=N1)C1CCNCC1)=O)CCC3)N=CN2 2-((7-Methyl-[1,2,4]triazolo[1,5-a]pyridin-6-yl)amino)-4-(piperidin-4-yl)-8,9-dihydro-7H-pyrido[1,2,3-gh]purin-5(4H)-one